ClC1=CC(=[N+](C=C1)[O-])NC(C)C 4-chloro-2-(isopropylamino)pyridine 1-oxide